6-methyl-N-(3-(3-(pyridin-4-yl)phenyl)propyl)nicotinamide CC1=NC=C(C(=O)NCCCC2=CC(=CC=C2)C2=CC=NC=C2)C=C1